C(C)(C)(C)N1N=CC(=C1)C(=O)NCC1=NC(=NO1)C1=C(C2=C(S1)C(=CC=C2)NC2CCN(CC2)C)CC(F)(F)F 1-(tert-butyl)-N-((3-(7-((1-methylpiperidin-4-yl)amino)-3-(2,2,2-trifluoroethyl)benzo[b]thiophen-2-yl)-1,2,4-oxadiazol-5-yl)methyl)-1H-pyrazole-4-carboxamide